3-Octanoylthio-1-propyltriethoxysilan C(CCCCCCC)(=O)SCCC[Si](OCC)(OCC)OCC